C1(CCCC1)CCOC1=NC2=CC=C(C=C2C=C1)C(=O)NC=1C(=NC=C(C1)NC(=O)C1=CC2=C(OCCO2)C=C1)C 2-(2-Cyclopentylethoxy)-N-(5-(2,3-dihydrobenzo[b][1,4]dioxine-6-carboxamido)-2-methylpyridin-3-yl)quinoline-6-carboxamide